2-methacryloxyethylthio-5-isopropylthio-1,3,4-thiadiazole C(C(=C)C)(=O)OCCSC=1SC(=NN1)SC(C)C